C(#N)N1[C@H]2[C@@H](C[C@@H]1CC2)NC(C2=CC(=C(C=C2)C=2N=NC(=CC2)C)OCC(C)C)=O N-((1R,2R,4S)-7-cyano-7-azabicyclo[2.2.1]heptan-2-yl)-3-(2-methylpropoxy)-4-(6-methyl-3-pyridazinyl)benzamide